2-((allyloxy)methyl)-3-bromo-6-methoxypyridine C(C=C)OCC1=NC(=CC=C1Br)OC